tert-butyl 2-(diethoxyphosphoryl)-3-(3-pentyl-1,2,4-oxadiazol-5-yl)propanoate C(C)OP(=O)(OCC)C(C(=O)OC(C)(C)C)CC1=NC(=NO1)CCCCC